NC(C(CCC(=O)OC(C)(C)C)N1C(C2=CC=C(C(=C2C1)OC)C1CCNCC1)=O)=O tert-butyl 5-amino-4-[4-methoxy-1-oxo-5-(4-piperidyl)isoindolin-2-yl]-5-oxo-pentanoate